C(#C)C1(CS(C1)=O)O 3-ethynyl-3-hydroxythietane 1-oxide